5-bromo-1H-pyrazolo[3,4-b]pyridine-6-carbonitrile BrC=1C=C2C(=NC1C#N)NN=C2